benzyl N-(5-methoxy-2,3-dihydro-1,4-benzodioxin-7-yl)carbamate COC1=CC(=CC=2OCCOC21)NC(OCC2=CC=CC=C2)=O